CN1C(C(=CC=C1)C1CN(CCC1)C(=O)OC(C)(C)C)=O tert-butyl 3-(1-methyl-2-oxo-1,2-dihydropyridin-3-yl)piperidine-1-carboxylate